7-Cyclopropyl-5-(3-fluoro-2-methylphenyl)imidazo[1,2-a]Quinoxaline-4(5H)-on C1(CC1)C=1C=C2N(C(C=3N(C2=CC1)C=CN3)=O)C3=C(C(=CC=C3)F)C